benzyl 3-{[2-(difluoromethoxy)ethyl]carbamoyl}-4H,5H,6H,7H-pyrazolo[1,5-a]pyrazine-5-carboxylate FC(OCCNC(=O)C=1C=NN2C1CN(CC2)C(=O)OCC2=CC=CC=C2)F